(5-chloromethyl-4,5-dihydroisoxazol-3-yl)benzophenone ClCC1CC(=NO1)C1=C(C(=O)C2=CC=CC=C2)C=CC=C1